NC=1C=C(C(=O)C2=CC(=CC=C2)C(C2=CC(=C(C=C2)OC=2C(=CC=CC2)C2=CC=CC=C2)N)=O)C=CC1OC=1C(=CC=CC1)C1=CC=CC=C1 1,3-bis(3-amino-4-biphenyloxybenzoyl)benzene